4-{2-[(1S,2S,4R,8S,9S,11S,12S,13R)-11-hydroxy-9,13-dimethyl-16-oxo-6-propyl-5,7-dioxapentacyclo[10.8.0.02,9.04,8.013,18]eicosane-14,17-dien-8-yl]-2-oxoethoxy}-4-oxobutanoic acid O[C@H]1C[C@@]2([C@@]3(OC(O[C@@H]3C[C@H]2[C@@H]2CCC3=CC(C=C[C@@]3([C@@H]12)C)=O)CCC)C(COC(CCC(=O)O)=O)=O)C